5-(4-(3-((4-(3-(4-chloro-3-ethyl-1H-pyrrolo[2,3-b]pyridin-5-yl)phenyl)-3-oxopiperazin-1-yl)sulfonyl)propyl)piperazin-1-yl)-2-(2,6-dioxopiperidin-3-yl)isoindoline-1,3-dione ClC1=C2C(=NC=C1C=1C=C(C=CC1)N1C(CN(CC1)S(=O)(=O)CCCN1CCN(CC1)C=1C=C3C(N(C(C3=CC1)=O)C1C(NC(CC1)=O)=O)=O)=O)NC=C2CC